3-(hydroxy(thiophen-3-yl)methyl)-1,2-oxathiolane 2,2-dioxide OC(C1S(OCC1)(=O)=O)C1=CSC=C1